cis-2-decenal C(\C=C/CCCCCCC)=O